N-methyl-N-(4-methyl-5-(methylsulfinyl)thiazol-2-yl)acetamide CN(C(C)=O)C=1SC(=C(N1)C)S(=O)C